C1CC(CCC1N)O.Cl (1s,4s)-4-aminocyclohexan-1-ol hydrochloride